CC1=C(C(O)=CC=C1)O methyl-catechol